(S)-3-amino-4-(5-(4-((5-cyano-3-fluoropyridin-2-yl)oxy)-2-fluorophenyl)-2H-tetrazol-2-yl)butanoic acid hydrochloride Cl.N[C@@H](CC(=O)O)CN1N=C(N=N1)C1=C(C=C(C=C1)OC1=NC=C(C=C1F)C#N)F